(S)-2-(3-((6-((1-(3-(tert-butyl)-5-fluorophenyl)ethyl)carbamoyl)-1-isobutyl-2-methyl-1H-indol-3-yl)methyl)-5-fluorophenoxy)-2-methylpropanoic acid C(C)(C)(C)C=1C=C(C=C(C1)F)[C@H](C)NC(=O)C1=CC=C2C(=C(N(C2=C1)CC(C)C)C)CC=1C=C(OC(C(=O)O)(C)C)C=C(C1)F